1-(1-(fluoromethyl)cyclopropyl)-4-((6-(thiazol-2-yl)pyridazin-3-yl)methyl)-1,4-dihydropyrazine-2,3-dione FCC1(CC1)N1C(C(N(C=C1)CC=1N=NC(=CC1)C=1SC=CN1)=O)=O